1-(1-acetylpiperidin-4-yl)-N-(5-(4-butoxyphenyl)-3-methylpyridin-2-yl)-4-chloro-1H-pyrazole-5-carboxamide C(C)(=O)N1CCC(CC1)N1N=CC(=C1C(=O)NC1=NC=C(C=C1C)C1=CC=C(C=C1)OCCCC)Cl